OC(C)(C)C=1C=CC(=NC1)C1=CC=C(CC2=CC=C(C=C2)N2N=C(C=C2C)C(=O)N)C=C1 1-(4-(4-(5-(2-hydroxypropan-2-yl)pyridin-2-yl)benzyl)phenyl)-5-methyl-1H-pyrazole-3-carboxamide